2-((3,4,5-trimethoxyphenyl)ethynyl)-1,3-dithiane COC=1C=C(C=C(C1OC)OC)C#CC1SCCCS1